3-Phenyl-1,1-dimethylurea C1(=CC=CC=C1)NC(N(C)C)=O